N-(1-cyanocyclopropyl)-3-(5-(difluoromethyl)-1,3,4-thiadiazol-2-yl)-8-(2,3-dihydrobenzofuran-5-yl)imidazo[1,5-a]pyridine-6-sulfonamide C(#N)C1(CC1)NS(=O)(=O)C=1C=C(C=2N(C1)C(=NC2)C=2SC(=NN2)C(F)F)C=2C=CC1=C(CCO1)C2